S(=O)(OCC(F)F)OC(F)(F)F (2,2-difluoroethyl) (trifluoromethyl) sulfite